FC=1C=CC(=C(C1)[C@H](C(=O)NC=1SC=CN1)N1C(C2=CC(=CC=C2C1)C#CC=1C=NC=CC1)=O)O |r| (2RS)-2-(5-fluoro-2-hydroxy-phenyl)-2-[1-oxo-6-[2-(3-pyridyl)ethynyl]isoindolin-2-yl]-N-thiazol-2-yl-acetamide